6-fluoro-1-methyl-N-(1-methylcyclopropyl)-3-(6-methylpyridazin-3-yl)-2-oxo-benzimidazol-5-sulfonamide FC=1C(=CC2=C(N(C(N2C=2N=NC(=CC2)C)=O)C)C1)S(=O)(=O)NC1(CC1)C